6-methyl-5-(pyrrolidin-3-ylamino)picolinonitrile CC1=C(C=CC(=N1)C#N)NC1CNCC1